NC1=NC=C(C(=N1)C(F)(F)F)C1=NC(=NC(=C1)N1C(O[C@@H]([C@@H]1CO)C)=O)N1CCOCC1 (4S,5R)-3-(2'-amino-2-morpholinyl-4'-(trifluoromethyl)-[4,5'-bipyrimidine]-6-yl)-4-(hydroxymethyl)-5-methyloxazolidin-2-one